methyl 2-(1-(tert-butyl)-4-phenoxy-1H-pyrazole-5-carbonyl)-1-(2-chloro-4-hydroxybenzyl)hydrazine-1-carboxylate C(C)(C)(C)N1N=CC(=C1C(=O)NN(C(=O)OC)CC1=C(C=C(C=C1)O)Cl)OC1=CC=CC=C1